C(#N)C=1C=NN2C1C(=CC(=C2)C=2C=NN(C2)C)/C=C/C2=C(C=C(C=C2)NC(C=C)=O)F (E)-N-(4-(2-(3-cyano-6-(1-methyl-1H-pyrazol-4-yl)pyrazolo[1,5-a]pyridin-4-yl)vinyl)-3-fluorophenyl)acrylamide